1,2-dihydro-1-(4-methoxyphenyl)-5H-tetrazole-5-thione COC1=CC=C(C=C1)N1NN=NC1=S